C(C)(=O)O[C@H]1[C@@H](O[C@@]([C@H]1OC(C)=O)(CI)F)N1C(NC(C=C1)=O)=O [(2R,3R,4S,5R)-4-acetoxy-2-(2,4-dioxopyrimidin-1-yl)-5-fluoro-5-(iodomethyl)tetrahydrofuran-3-yl] acetate